BrC1=CC=C(S1)C1=CC=C(C=C1)N1CCCC1 1-(4-(5-bromothiophen-2-yl)phenyl)pyrrolidine